methyl 3-(2,6-dichloropyridin-3-yl)propionate ClC1=NC(=CC=C1CCC(=O)OC)Cl